N[C@H](C(=O)N(C)[C@@H]([C@@H](C1=CC=CC=C1)O)C1=CC=CC=C1)[C@@H](CCCC)O (2S,3R)-2-amino-3-hydroxy-N-((1R,2R)-2-hydroxy-1,2-diphenylethyl)-N-methylheptanamide